[Mg+2].P(=O)([O-])([O-])[O-].P(=O)([O-])([O-])[O-].[Mg+2].[Mg+2] bisphosphate magnesium